C(C)[S@](=O)(=N)C=1C=C(C=CC1C1=NC2=C(C=NC(=C2)C(F)(F)F)N1C)C1(CC1)C#N |r| racemic-1-[3-(ethylsulfonimidoyl)-4-[3-methyl-6-(trifluoromethyl)imidazo[4,5-c]pyridin-2-yl]phenyl]cyclopropanecarbonitrile